IC1=C(C(=C(C(=C1O)I)I)C(C)(C)C1=CC=C(C=C1)O)I tetraiodobisphenol a